O=S1OCCO1 2-oxo-1,3,2-dioxathiolane